CC(CO)CCO 2-methylbutane-1,4-diol